6-{3-[(4-hydroxyphenyl)(methyl)carbamoyl]-1H-indol-1-yl}-7-{[(3R)-3-methyl-3,4-dihydroisoquinolin-2(1H)-yl]carbonyl}-3,4-dihydroisoquinolin-2(1H)-carboxylic acid phenyl ester C1(=CC=CC=C1)OC(=O)N1CC2=CC(=C(C=C2CC1)N1C=C(C2=CC=CC=C12)C(N(C)C1=CC=C(C=C1)O)=O)C(=O)N1CC2=CC=CC=C2C[C@H]1C